CC(C(CC1CCC(CC1)C)=O)(C)C 3,3-DIMETHYL-1-(4-METHYLCYCLOHEXYL)BUTAN-2-ONE